C(C)[C@H]1N(C[C@@H](N(C1)C=1C2=C(N(C(N1)=O)C)C=CC(=N2)C#N)C)CC2=C(C=C(C=C2)OC(F)(F)F)F 4-((2S,5R)-5-ethyl-4-(2-fluoro-4-(trifluoromethoxy)benzyl)-2-methylpiperazin-1-yl)-1-methyl-2-oxo-1,2-dihydropyrido[3,2-d]pyrimidine-6-carbonitrile